6-hexyl-4-hydroxy-3-[(1R,6R)-3-methyl-6-(prop-1-en-2-yl)cyclohex-2-en-1-yl]-2-{[(3R,4R,5S,6S)-4,5,6-trihydroxy-3-(hydroxymethyl)oxan-2-yl]oxy}benzoic acid C(CCCCC)C1=CC(=C(C(=C1C(=O)O)OC1O[C@@H]([C@H]([C@@H]([C@H]1CO)O)O)O)[C@@H]1C=C(CC[C@H]1C(=C)C)C)O